ClC1=CC=C(C(=N1)[Sn](CCCC)(CCCC)CCCC)SCC 6-chloro-3-(ethylsulfanyl)-2-(tributylstannyl)pyridine